O1C2=C(OCC1)C=C(C=C2)C=2C=C(C=C(C2)C(NCC2=CC=C(C=C2)C)=O)/C=C/C(=O)OC Methyl (E)-3-(3-(2,3-dihydrobenzo[b][1,4]dioxin-6-yl)-5-((4-methylbenzyl)carbamoyl)phenyl)acrylate